N-[2-(5-chloro-1,3-benzoxazol-2-yl)-2-azaspiro[3.3]heptan-6-yl]-1,1-dioxo-thiane-4-carboxamide ClC=1C=CC2=C(N=C(O2)N2CC3(C2)CC(C3)NC(=O)C3CCS(CC3)(=O)=O)C1